6,6,9-Trimethyl-7,8,9,10-tetrahydrobenzo[c]chromen-1-ol CC1(OC=2C=CC=C(C2C2=C1CCC(C2)C)O)C